COC=1C=C2C3=C(N(C2=CC1)C)[C@H]1[C@H]2N(CC3)C[C@H](C2)C1 (2S,12R,12aS)-8-methoxy-11-methyl-1,2,3,5,6,11,12,12a-octahydro-2,12-methanopyrrolo[1',2':1,2]azepino[4,5-b]indole